C(C)(=O)OCCCCCCCC\C=C\C=C\CC (E,E)-9,11-TETRADECADIEN-1-YL ACETATE